5-(3-(3-cyclopropylisoxazol-5-yl)-2-fluoro-6-hydroxyphenyl)-1,2,5-thiadiazolidin-3-one 1,1-dioxide C1(CC1)C1=NOC(=C1)C=1C(=C(C(=CC1)O)N1CC(NS1(=O)=O)=O)F